(7RS)-2-(2-aminopyridin-4-yl)-5-methyl-3-(1,3-thiazol-4-ylamino)-7-(2,2,2-trifluoroethyl)-1,5,6,7-tetrahydro-4H-pyrrolo[3,2-c]pyridin-4-one NC1=NC=CC(=C1)C1=C(C=2C(N(C[C@H](C2N1)CC(F)(F)F)C)=O)NC=1N=CSC1 |r|